BrC1=C(C=CC=C1)C1CC2(C1)N(C(N(C2=O)C2=CN=CC1=CC=CC=C21)=O)C 2-(2-bromophenyl)-7-(isoquinolin-4-yl)-5-methyl-5,7-diazaspiro[3.4]octane-6,8-dione